C1(=CC=CC2=CC3=CC=CC=C3C=C12)Cl anthraceneyl chloride